3-methyl-5-nitrobenzo[d]isothiazole CC1=NSC2=C1C=C(C=C2)[N+](=O)[O-]